BrC=1C=C(NC2(CCC3(C(NC4=CC=CC=C34)=O)CC2)C#N)C=CC1 (1s,4s)-4-(3-bromoanilino)-2'-oxo-1',2'-dihydrospiro[cyclohexane-1,3'-indole]-4-carbonitrile